methyl-1H-pyrazol-3-amine CN1N=C(C=C1)N